CC1=C(C=CC(=C1)C)C1=NC(=NC(=N1)C1=C(C=C(C=C1)C)C)C1=C(C=C(C=C1)CCCCCCCC)O 2-(4,6-bis(2,4-dimethylphenyl)-1,3,5-triazine-2-yl)-5-octylphenol